[Re].[Pd] Palladium-Rhenium